1,3-Dimethylpiperidinium acetat C(C)(=O)[O-].C[NH+]1CC(CCC1)C